FC=1C(=NC=CC1)CNC(=O)C=1N=C(OC1)CCNCCC1=NC2=C(N1C1=CC=CC=C1)C=CC=C2 N-((3-fluoropyridin-2-yl)methyl)-2-(2-((2-(1-phenyl-1H-benzo[d]imidazol-2-yl)ethyl)amino)ethyl)oxazole-4-carboxamide